N-[(1S)-5-[2-(2-aminopyridin-3-yl)-6-hydroxy-5-(pyrazol-1-yl)imidazo[4,5-b]pyridin-3-yl]-2,3-dihydro-1H-inden-1-yl]-2-fluoro-5-formyl-4-hydroxybenzamide NC1=NC=CC=C1C1=NC=2C(=NC(=C(C2)O)N2N=CC=C2)N1C=1C=C2CC[C@@H](C2=CC1)NC(C1=C(C=C(C(=C1)C=O)O)F)=O